F[C@@H]1C[C@@]2(CCCN2C1)COC1=NC2=C(C(=C(C(=C2C(=N1)O)F)Cl)Br)F 2-{[(2R,7aS)-2-fluoro-hexahydropyrrolizin-7a-yl]methoxy}-7-bromo-6-chloro-5,8-difluoroquinazolin-4-ol